C(C)C=1C(=NN2C1O[C@@H](CC2)C)C=2C=NC(=CC2)N2C[C@@H](CC2)OC Ethyl-(5R)-2-[6-[(3R)-3-methoxypyrrolidin-1-yl]pyridin-3-yl]-5-methyl-6,7-dihydro-5H-pyrazolo[5,1-b][1,3]oxazine